normal hexane nitrogen [N].CCCCCC